BrC1=NN(C(=C1)C=O)COCC[Si](C)(C)C 3-bromo-1-((2-(trimethylsilyl)ethoxy)methyl)-1H-pyrazole-5-carbaldehyde